C(#N)C1=CC(=C(COC2=NC=CC(=N2)C2=CC(=C(CC3=NC4=C(N3[C@@H]3COCC3(C)C)C=C(C=C4)C(=O)O)C=C2F)F)C=C1)F (S)-2-(4-(2-((4-cyano-2-fluorobenzyl)oxy)pyrimidin-4-yl)-2,5-difluorobenzyl)-1-(4,4-dimethyltetrahydrofuran-3-yl)-1H-benzo[d]imidazole-6-carboxylic acid